CN1N=C(C=C1S(=O)(=O)N1CC2(C1)OCC(C2)N2CCOCC2)C(F)(F)F 2-((1-methyl-3-(trifluoromethyl)-1H-pyrazol-5-yl)sulfonyl)-7-morpholino-5-oxa-2-azaspiro[3.4]octane